CN1SC2=C(C(=C1C(=O)NC1=NC=CC=C1)OCN1C=CC3=C1N=CN=C3N([C@@H]3CC[C@H](CC3)CS(NC)(=O)=O)C)C=CS2 2-Methyl-4-((4-(methyl((trans)-4-((N-methylsulfamoyl)methyl)cyclohexyl)amino)-7H-pyrrolo[2,3-d]pyrimidin-7-yl)methoxy)-N-(pyridin-2-yl)-2H-thieno[3,2-e][1,2]thiazine-3-carboxamide